N1(CCC2=CC=CC=C12)S(=O)(=O)C1C2C(=C(C(C1)O2)C2=CC=C(C=C2)O)C2=CC=C(C=C2)O 4,4'-(5-(indolin-1-ylsulfonyl)-7-oxabicyclo[2.2.1]hept-2-ene-2,3-diyl)diphenol